2-Methyl-5-((1-methylazetidin-3-yl)methoxy)-N-(1-(naphthalen-1-yl)cyclopropyl)benzamide CC1=C(C(=O)NC2(CC2)C2=CC=CC3=CC=CC=C23)C=C(C=C1)OCC1CN(C1)C